C(C)S(=O)(=O)C1=C(N=C(N1C)C1=CC(=CC=C1)C1(CC1)F)C1=NC2=C(N1C)C=C1C(=C2)OC(C(O1)(F)F)(F)F 2-{5-(Ethylsulfonyl)-2-[3-(1-fluorocyclopropyl)phenyl]-1-methyl-1H-imidazol-4-yl}-6,6,7,7-tetrafluoro-1-methyl-6,7-dihydro-1H-[1,4]dioxino[2,3-f]benzimidazole